C1(CCC(N1C1(CCC(CC1)CN1C(C=CC1=O)=O)C(=O)C(C(=O)O)CCCCN)=O)=O succinimido-4-[maleimidomethyl]cyclohexane-1-carbonyl-[6-aminocaproic acid]